ClC1=C(C(C#N)=C(C(=C1Cl)Cl)Cl)C#N 3,4,5,6-tetrachlorophthalonitrile